C(N)(OC(CNC(C1=CC=C(C=C1)C)=O)C(CCC(F)(F)F)C)=O 2,2,2-Trifluoroethyl-{3-methyl-1-[(4-methylbenzoyl)amino]butan-2-yl} carbamat